C[C@H]1CN(C[C@@H](N1)C)C1=CC=C(C=C1)N1C(N=CC2=C1N(C=C2)S(=O)(=O)C2=CC(=CC=C2)OC)N N-(4-((3S,5S)-3,5-dimethylpiperazinyl)phenyl)-7-(3-methoxyphenylsulphonyl)-2-amino-7H-pyrrolo[2,3-d]pyrimidine